(R)-tert-butyl 3-(2-(2-(6-(3-(1-(tert-butoxycarbonylamino)ethyl)phenoxy)hexyloxy)ethoxy)ethoxy)propanoate C(C)(C)(C)OC(=O)N[C@H](C)C=1C=C(OCCCCCCOCCOCCOCCC(=O)OC(C)(C)C)C=CC1